NOO Hydroxy Amino Ether